ClC=1C=C(C(=C2C(N(CC12)[C@@H]1C(NC(CC1)=O)=O)=O)F)CNC(OC1CC(C1)N1C(CCC1)=O)=O (1s,3s)-3-(2-oxopyrrolidin-1-yl)cyclobutyl ((7-chloro-2-(2,6-dioxopiperidin-3-yl)-4-fluoro-3-oxoisoindolin-5-yl)methyl)carbamate